(P)-3-chloro-4-(3-hydroxy-2,6-dimethylphenyl)-1-methyl-1H-pyrrolo[2,3-b]pyridine-6-carboxamide ClC1=CN(C2=NC(=CC(=C21)C2=C(C(=CC=C2C)O)C)C(=O)N)C